C(#N)C1=C(C=CC=C1)NC=1N=C(N=NC1C(=O)N)SC 5-((2-cyanophenyl)amino)-3-methylsulfanyl-1,2,4-triazine-6-carboxamide